FC(CCN1N=CC(=C1)N)(F)F 1-(3,3,3-trifluoropropyl)-1H-pyrazol-4-amine